tert-butyl ((1S,4S)-4-aminocyclohexyl)carbamate CC(C)(C)OC(=O)NC1CCC(CC1)N